3-Methyl-1-(morpholin-4-yl)butan-2-one CC(C(CN1CCOCC1)=O)C